4-(4-cyclopropyl-methyl-piperazin-1-yl)-cyclohexylamine C1(CC1)N1CC(N(CC1)C1CCC(CC1)N)C